(-)-2,3-bis(tert-butyl-methyl-phosphino)quinoxaline 3-trimethoxysilylpropyl-methacrylate CO[Si](CCCOC(C(=C)C)=O)(OC)OC.C(C)(C)(C)P(C1=NC2=CC=CC=C2N=C1P(C)C(C)(C)C)C